N,N'''-ditertpentyl-N,N',N'',N'''-tetramethyl(triethylenetetramine) C(C)(C)(CC)N(CCN(CCN(CCN(C)C(C)(C)CC)C)C)C